COCOC1=NN2C(C=CC=C2)=C1 methoxymethoxypyrazolo[1,5-a]pyridine